OCCC1=C(C(=O)[O-])C=CC(=C1)C(=O)[O-] 2-hydroxyethyl-terephthalate